CC1=NC2=C(NC(C3N2CCNC3)=O)N=C1C(F)(F)F methyl-3-(trifluoromethyl)-7,8,9,10-tetrahydro-5H-dipyrazino[1,2-a:2',3'-e]pyrazin-6(6aH)-one